benzyl (1-(4-((4-(4,4-dimethylcyclohexyl)phenyl)amino)cyclohexyl)ethyl)carbamate CC1(CCC(CC1)C1=CC=C(C=C1)NC1CCC(CC1)C(C)NC(OCC1=CC=CC=C1)=O)C